2-Amino-4-(butylamino)-6-(2-fluoro-4-(pyrrolidin-1-ylmethyl)benzyl)pyridin NC1=NC(=CC(=C1)NCCCC)CC1=C(C=C(C=C1)CN1CCCC1)F